ClC1=NC=NN2C1=CC(=C2)CN2C(N(C=C(C2=O)C)C(=O)OC(C)(C)C)=O tert-butyl 3-((4-chloropyrrolo[2,1-f][1,2,4]triazin-6-yl)methyl)-5-methyl-2,4-dioxo-3,4-dihydropyrimidine-1(2H)-carboxylate